OC[C@H]1O[C@H]([C@@H]([C@H]([C@@H]1O)O)O)OCCC1=C(C=CC=C1)O (2R,3S,4S,5R,6R)-2-(hydroxymethyl)-6-(2-hydroxyphenylethoxy)tetrahydro-2H-pyran-3,4,5-triol